CN(C(OC(C)(C)C)=O)CCCC=1N(N=C2C=CC=C(C12)B1OC(C(O1)(C)C)(C)C)C tert-butyl N-methyl-N-[3-[2-methyl-4-(4,4,5,5-tetramethyl-1,3,2-dioxaborolan-2-yl)indazol-3-yl]propyl]carbamate